ClC=1SC(=C(C1S(=O)(=O)OCC(C)C)P(C1C2=CC(=CC=C2C=2C=CC(=CC12)C(C)(C)C)C(C)(C)C)C1C2=CC(=CC=C2C=2C=CC(=CC12)C(C)(C)C)C(C)(C)C)Cl isobutyl 2,5-dichloro-4-(bis(2,7-di-tert-butyl-9-fluorenyl)phosphino)-3-thiophenesulfonate